1-Ethyl-4-((3-chloro-4-fluorophenyl)amino)-6-methyl-1H-indole-2-carboxylic acid ethyl ester C(C)OC(=O)C=1N(C2=CC(=CC(=C2C1)NC1=CC(=C(C=C1)F)Cl)C)CC